triacetic acid niobium (III) [Nb+3].C(C)(=O)O.C(C)(=O)O.C(C)(=O)O